(+)-xylitol C([C@H](O)[C@@H](O)[C@H](O)CO)O